(S)-4-(3,5-Difluoro-phenyl)-3-methyl-piperazine-1-carboxylic acid tert-butyl ester C(C)(C)(C)OC(=O)N1C[C@@H](N(CC1)C1=CC(=CC(=C1)F)F)C